(Z)-3-((1-benzyl-1H-pyrazol-5-yl)imino)-3-cyclopropylpropionic acid C(C1=CC=CC=C1)N1N=CC=C1\N=C(\CC(=O)O)/C1CC1